[Ru].ClP(CC=C(CP(C1CCCCC1)(C1CCCCC1)(C1CCCCC1)Cl)C)(C1CCCCC1)(C1CCCCC1)C1CCCCC1 dichloro(3-methyl-2-butenylene)bis(tricyclohexylphosphine) ruthenium